C(C)(C)(C)OC(=O)NC1CC(COC1)NC(OCC1=CC=CC=C1)=O benzyl N-[5-[(tert-butoxycarbonyl)amino]oxan-3-yl]carbamate